tert-butyl 6-(2-ethoxy-1,1-difluoro-2-oxoethyl)pyrimidine-4-carboxylate C(C)OC(C(F)(F)C1=CC(=NC=N1)C(=O)OC(C)(C)C)=O